tert-butyl (S)-6-(1-(3,5-difluorobenzyl)-1H-pyrazole-4-carbonyl)-8-(hydroxymethyl)-2,6-diazaspiro[3.4]octane-2-carboxylate FC=1C=C(CN2N=CC(=C2)C(=O)N2CC3(CN(C3)C(=O)OC(C)(C)C)[C@@H](C2)CO)C=C(C1)F